N(=[N+]=[N-])N[C@H](CCCN)C(=O)O azido-D-ornithine